2'-cyano-5'-methoxy-6-methyl-[4,4'-bipyridine] C(#N)C1=NC=C(C(=C1)C1=CC=NC(=C1)C)OC